3-(bromomethyl)-2,6-difluoro-pyridine BrCC=1C(=NC(=CC1)F)F